N-[4-fluoro-2-[rac-(3R)-3,4-dimethylpiperazin-1-yl]-5-[6-(trifluoromethyl)pyridin-2-yl]phenyl]-6-oxo-4-(trifluoromethyl)-1H-pyridine-3-carboxamide FC1=CC(=C(C=C1C1=NC(=CC=C1)C(F)(F)F)NC(=O)C1=CNC(C=C1C(F)(F)F)=O)N1C[C@H](N(CC1)C)C |r|